C1(CCCCC(=O)OC(CO1)C)=O monopropylene adipate